COC(=O)N1C(C=CC1=O)=O N-methoxycarbonylmaleimide